N1=C(C=CC(=C1)CNC1=C2N=CN(C2=NC(=N1)C1=CC(=CC=C1)N)C(C)C)C=1C=NC=CC1 N-([2,3'-bipyridin]-5-ylmethyl)-2-(3-aminophenyl)-9-isopropyl-9H-purin-6-amine